5-methyl-2-(trimethylstannyl)pyrimidine CC=1C=NC(=NC1)[Sn](C)(C)C